N-{[4-(6-methylpyridine-3-sulfonyl)phenyl]methyl}-1H-pyrrolo[3,2-c]pyridine-2-carboxamide CC1=CC=C(C=N1)S(=O)(=O)C1=CC=C(C=C1)CNC(=O)C1=CC=2C=NC=CC2N1